6-(4-chlorophenylethoxy)pyridin-3-amine ClC1=CC=C(C=C1)CCOC1=CC=C(C=N1)N